2-(2-((5-(3-(aminomethyl)phenyl)-7-(2,2,2-trifluoro-1-hydroxyethyl)benzofuran-3-yl)methoxy)phenyl)acetic acid NCC=1C=C(C=CC1)C=1C=C(C2=C(C(=CO2)COC2=C(C=CC=C2)CC(=O)O)C1)C(C(F)(F)F)O